C(C)(=O)OC[C@H](COC1=C(C=C(C=C1)C(C)(C)C1=CC(=C(C=C1)OC[C@@H](CCl)OC(C)=O)Cl)Cl)OC(C)=O (S)-3-(4-(2-(4-((S)-2-acetoxy-3-chloropropoxy)-3-chlorophenyl)propan-2-yl)-2-chlorophenoxy)propane-1,2-diyl diacetate